CN1N=C(C(=C1N1C(C2=CC=C(C=C2CC1)OC(F)(F)F)=O)C)C1=CC=C(C=O)C=C1 4-[1,4-dimethyl-5-[1-oxo-6-(trifluoromethoxy)-3,4-dihydroisoquinolin-2-yl]pyrazol-3-yl]benzaldehyde